2-(1-methyl-1H-imidazol-5-yl)ethan-1-ol CN1C=NC=C1CCO